2-(7-((2S,5R)-2,5-diethyl-4-(1-(4-methoxy-2-methylphenyl)ethyl)piperazin-1-yl)-4-methyl-5-oxo-4,5-dihydro-2H-pyrazolo[4,3-b]pyridin-2-yl)acetonitrile C(C)[C@@H]1N(C[C@H](N(C1)C(C)C1=C(C=C(C=C1)OC)C)CC)C=1C=2C(N(C(C1)=O)C)=CN(N2)CC#N